N-(2-aminophenyl)-4-(3-(3-(((2-(4-fluorophenyl)cyclopropyl)amino)methyl)azetidin-1-yl)propyl)benzamide TFA salt OC(=O)C(F)(F)F.NC1=C(C=CC=C1)NC(C1=CC=C(C=C1)CCCN1CC(C1)CNC1C(C1)C1=CC=C(C=C1)F)=O